3-[[1-[(3R,4R)-1-[5-(6-amino-3-pyridinyl)-3-fluoro-thiophene-2-carbonyl]-3-phenyl-piperidine-4-carbonyl]-4-hydroxy-4-piperidinyl]methyl]thieno[2,3-d]pyrimidin-4-one NC1=CC=C(C=N1)C1=CC(=C(S1)C(=O)N1C[C@H]([C@@H](CC1)C(=O)N1CCC(CC1)(O)CN1C=NC2=C(C1=O)C=CS2)C2=CC=CC=C2)F